C(C)(C)(C)N tert.-Butylamin